CC1=C2C(=NC=3N=C(C=C(C13)O)O)CCC2 5-methyl-7,8-dihydro-6H-cyclopenta[b][1,8]naphthyridine-2,4-diol